zinc-boron-silicon-aluminum-sodium [Na].[Al].[Si].[B].[Zn]